2,4-dimethylbenzyl acetate C(C)(=O)OCC1=C(C=C(C=C1)C)C